ClC1=C(CBr)C=C(C=C1)Cl 2,5-dichlorobenzyl bromide